CNC(C1=C(C=CC(=C1)C)C)=O N,2,5-trimethylbenzamide